(±)-methyl (1R,2R)-2-(((2-methyl-6-(3-methyl-4-(((4-(pyridin-2-yl)pyrimidin-2-yl)amino) methyl)isoxazol-5-yl)pyridin-3-yl)oxy)methyl)cyclobutane-1-carboxylate CC1=NC(=CC=C1OC[C@H]1[C@@H](CC1)C(=O)OC)C1=C(C(=NO1)C)CNC1=NC=CC(=N1)C1=NC=CC=C1 |r|